2,4,6-heptatrienoic acid-2-hydroxyethyl ester OCCOC(C=CC=CC=C)=O